C1N(C=CC2=CC=CC=C12)C(=O)Cl isoquinoline-2-carbonyl chloride